C(C)(C)(C)OC(=O)N1N=C(C2=CC=C(C=C12)[C@@H]1C[C@@]12C(N(C1=CC=C(C=C21)OC)C(=O)OC(C)(C)C)=O)NC2=NC(=NC=C2OC(F)F)C tert-butyl (1R,2S)-2-(1-(tert-butoxycarbonyl)-3-((5-(difluoromethoxy)-2-methylpyrimidin-4-yl)amino)-1H-indazol-6-yl)-5'-methoxy-2'-oxospiro[cyclopropane-1,3'-indoline]-1'-carboxylate